(S)-3-cyclopropyl-3-phenylpropionic acid C1(CC1)[C@H](CC(=O)O)C1=CC=CC=C1